FC(S(=O)(=O)OC=1N=CC2=CC(=CC(=C2C1)N)C1=C(C=CC=C1C)F)(F)F [5-amino-7-(2-fluoro-6-methyl-phenyl)-3-isoquinolyl] trifluoromethanesulfonate